(3,4,5-trimethoxyphenyl)methanamine COC=1C=C(C=C(C1OC)OC)CN